BrCCSC1=C2CN(C(C2=CC=C1)=O)C1C(NC(CC1)=O)=O 3-(4-(2-bromoethylsulfanyl)-1-oxoisoindolin-2-yl)piperidine-2,6-dione